C(C(C(C(C(C(C(F)(F)F)(F)F)(F)F)(F)F)(F)F)(F)F)(F)F 1-Hydroperfluoroheptane